N-(5-methyl-1,3,4-oxadiazol-2-yl)piperidine-4-carboxamide CC1=NN=C(O1)NC(=O)C1CCNCC1